(3S,4S) or (3R,4R)-4-(4-(6-chloro-2-((1-(difluoromethyl)-5-methyl-1H-pyrazol-4-yl)amino)quinazolin-7-yl)piperazin-1-yl)tetrahydrofuran-3-ol ClC=1C=C2C=NC(=NC2=CC1N1CCN(CC1)[C@@H]1[C@@H](COC1)O)NC=1C=NN(C1C)C(F)F |o1:17,18|